ClCC=C(F)F 3-chloro-1,1-difluoropropene